O=C1C=C(N=CN1CC1=CCN(CC12CCCC2)C(=O)N2[C@@H](CN(CC2)C(=O)OC(C)(C)C)C2=CC=CC=C2)C2=CC=CC=C2 tert-butyl (R)-4-(10-((6-oxo-4-phenylpyrimidin-1(6H)-yl) methyl)-7-azaspiro[4.5]dec-9-ene-7-carbonyl)-3-phenylpiperazine-1-carboxylate